ClC1=C(C=CC(=C1)Cl)N1CCCN(S1(=O)=O)CC(=O)NC1C2CC3(CC(CC1C3)C2)C(=O)N 4-(2-(6-(2,4-dichlorophenyl)-1,1-dioxido-1,2,6-thiadiazinan-2-yl)acetamido)adamantane-1-carboxamide